[Cl-].C(CCC)[N+]1=C(C=CC=C1)C 1-butyl-2-methyl-pyridinium chloride